(S)-4-(3-(6-((1-((1-hydroxy-2-methylpropan-2-yl)sulfonyl)cyclopropyl)methyl)-1-methyl-7-oxo-4,5,6,7-tetrahydro-1H-pyrazolo[3,4-c]pyridin-3-yl)-4,5-dihydroisoxazol-5-yl)benzonitrile OCC(C)(C)S(=O)(=O)C1(CC1)CN1C(C2=C(CC1)C(=NN2C)C2=NO[C@@H](C2)C2=CC=C(C#N)C=C2)=O